[Br-].NCC1=NC=CC=C1 2-aminomethylpyridine bromide